((S)-5H-imidazo[5,1-a]isoindol-5-yl)spiro[2.3]hexan-5-ol C=1N=CN2C1C1=CC=CC=C1[C@@H]2C2CC21CC(C1)O